isophthalic acid dihydroxyethyl ester OC(COC(C1=CC(C(=O)O)=CC=C1)=O)O